N,N-bis(dimethyl-(phenyl)silyl)-2,2,2-trifluoroacetamide C[Si](N(C(C(F)(F)F)=O)[Si](C1=CC=CC=C1)(C)C)(C1=CC=CC=C1)C